N-((1S,2S)-2-aminocyclopentyl)-4-(7H-pyrrolo[2,3-d]pyrimidin-4-yl)-3,4-dihydro-2H-1,4-thiazine-6-carboxamide N[C@@H]1[C@H](CCC1)NC(=O)C1=CN(CCS1)C=1C2=C(N=CN1)NC=C2